N12C(CCN=C2CCC1)C1=C(C=CC=C1)[B-](C1=CC=CC=C1)(C1=CC=CC=C1)C1=CC=CC=C1 1,5-diazabicyclo[4.3.0]-non-5-enyltetraphenylborate